3-tert-butoxycarbonyl-3-azabicyclo[3.1.0]hexane-2-carboxylic acid C(C)(C)(C)OC(=O)N1C(C2CC2C1)C(=O)O